C1(CC1)S(=O)(=O)N[C@H]1C([C@H](N(C1)C(=O)OC(C)(C)C)CCO)(F)F tert-butyl (2R,4R)-4-[(cyclopropanesulfonyl)amino]-3,3-difluoro-2-(2-hydroxyethyl)pyrrolidine-1-carboxylate